N[C@@H]1C2=CC(=CC=C2CC12CCN(CC2)C=2C(=NC(=C(N2)C)C2=C(C(=CC=C2)Cl)Cl)C(=O)OCC)NS(=O)(=O)C (S)-ethyl 3-(1-amino-6-(methyl sulfonamido)-1,3-dihydrospiro[indene-2,4'-piperidine]-1'-yl)-6-(2,3-dichlorophenyl)-5-methylpyrazine-2-carboxylate